iminoimidazopyridazine N=C1N=NC=2C(=C1)N=CN2